1-(3-(3-fluoro-1-(3-oxetanylsulfonyl)-3-azetidinyl)benzoyl)-D-prolinamide FC1(CN(C1)S(=O)(=O)C1COC1)C=1C=C(C(=O)N2[C@H](CCC2)C(=O)N)C=CC1